C(CCCCCC=CC=CCCC)O 7,9-tridecadienol